ClC=1C=CC(=C(C(=O)NC2=CC=C3C=C(N=CC3=C2)Cl)C1)O 5-chloro-N-(3-chloroisoquinolin-7-yl)-2-hydroxybenzoamide